2-(4-hydroxy-2-methoxyphenyl)acetic acid ethyl ester C(C)OC(CC1=C(C=C(C=C1)O)OC)=O